(2-aminoethyl)-3-iodopyridinium chloride [Cl-].NCC[N+]1=CC(=CC=C1)I